7,9-difluoro-1,4,4-trimethyl-8-[2-(trifluoromethyl)-1H-indol-4-yl]-5H-[1,2,4]triazolo[4,3-a]quinoxaline FC=1C=C2NC(C=3N(C2=C(C1C1=C2C=C(NC2=CC=C1)C(F)(F)F)F)C(=NN3)C)(C)C